C(#C)C=1C=CC=C2C=CC=C(C12)C1=C(C=2N=C(N=C(C2C=N1)N1CCN(CC1)C(=O)OC(C)(C)C)OC[C@]12CCCN2C[C@@H](C1)F)F tert-Butyl 4-(7-(8-ethynylnaphthalen-1-yl)-8-fluoro-2-(((2R,7aS)-2-fluorotetrahydro-1H-pyrrolizin-7a(5H)-yl)methoxy)pyrido[4,3-d]pyrimidin-4-yl)piperazine-1-carboxylate